3,6-bis(4-amino-6-trifluoromethyl-2-pyridyloxy)benzonorbornene NC1=CC(=NC(=C1)C(F)(F)F)OC1C2C3=C(C1CC2)C=C(C=C3)OC3=NC(=CC(=C3)N)C(F)(F)F